O.NC1=NC=C(C=N1)NC(=O)N[C@@H](C(F)(F)F)C=1OC2=C(C1C)C=C(C=C2F)F.NC2=NC=C(C=N2)NC(=O)N[C@@H](C(F)(F)F)C=2OC1=C(C2C)C=C(C=C1F)F (R)-1-(2-aminopyrimidin-5-yl)-3-(1-(5,7-difluoro-3-methylbenzofuran-2-yl)-2,2,2-trifluoroethyl)urea hemi-hydrate